(R)-3-(3-(3-(2-Chloropyrimidin-4-yl)phenyl)isoxazol-5-yl)-3-hydroxy-1-methylpyrrolidin-2-one ClC1=NC=CC(=N1)C=1C=C(C=CC1)C1=NOC(=C1)[C@]1(C(N(CC1)C)=O)O